(Z)-1-(3-(5-(dimethylamino)-2-isopropylphenyl)-4-oxothiazolidin-2-ylidene)-3-(4-(1-(4-(trifluoromethoxy)phenyl)-1H-1,2,4-triazol-3-yl)-2-(trifluoromethyl)phenyl)urea CN(C=1C=CC(=C(C1)N1/C(/SCC1=O)=N/C(=O)NC1=C(C=C(C=C1)C1=NN(C=N1)C1=CC=C(C=C1)OC(F)(F)F)C(F)(F)F)C(C)C)C